NC1=NC(=C(C=2N1C(N(N2)CC=2N=COC2C)=O)C2=CC(=NC(=C2)OC)CO)C2=CC=C(C=C2)F 5-amino-7-(4-fluorophenyl)-8-[2-(hydroxymethyl)-6-methoxy-4-pyridyl]-2-[(5-methyloxazol-4-yl)methyl]-[1,2,4]triazolo[4,3-c]pyrimidin-3-one